tert-butyl 3-oxo-2-((2-(2,2,2-trifluoroethoxy)pyrimidin-5-yl)methyl)-2,8-diazaspiro[4.5]decane-8-carboxylate O=C1N(CC2(C1)CCN(CC2)C(=O)OC(C)(C)C)CC=2C=NC(=NC2)OCC(F)(F)F